BrC1=C(C=NN1CC)CN1N=C(N=C1C1=C(C=C(C=C1)F)I)C 1-[(5-bromo-1-ethyl-1H-pyrazol-4-yl)methyl]-5-(4-fluoro-2-iodophenyl)-3-methyl-1H-1,2,4-triazole